6-chloro-2-cyclopropyl-1-(1-ethyl-1H-pyrazol-4-yl)-7-fluoro-1H-indole ClC1=CC=C2C=C(N(C2=C1F)C=1C=NN(C1)CC)C1CC1